N-(5-((6,7-dimethoxyquinolin-4-yl)oxy)pyridin-2-yl)-4-oxo-1-(tetrahydro-2H-pyran-4-yl)-5-(p-tolyl)-1,4-dihydropyridazine-3-carboxamide COC=1C=C2C(=CC=NC2=CC1OC)OC=1C=CC(=NC1)NC(=O)C1=NN(C=C(C1=O)C1=CC=C(C=C1)C)C1CCOCC1